hexanediol dicaprylate C(CCCCCCC)(=O)OC(CCCCC)OC(CCCCCCC)=O